FC=1C=C(C=C2N=C(N(C2=O)C)C)C=C(C1O)OC 4-(3-fluoro-4-hydroxy-5-methoxybenzylidene)-1,2-dimethyl-imidazol-5-one